NC=1C=C(C2=C(C(=CC=C2C1)F)C#C)C1=C(C=C2C(=NC(=NC2=C1F)OC[C@]12CCCN2C[C@@H](C1)F)N1CC2(CNC(O2)=O)CCC1)F 7-(7-(3-Amino-8-ethynyl-7-fluoronaphthalen-1-yl)-6,8-difluoro-2-(((2R,7aS)-2-fluorotetrahydro-1H-pyrrolizin-7a(5H)-yl)methoxy)quinazolin-4-yl)-1-oxa-3,7-diazaspiro[4.5]decan-2-one